6-Cyclopropylnaphthalen-1-amine C1(CC1)C=1C=C2C=CC=C(C2=CC1)N